N1CC(CCC1)C=1C(=NC(=CC1)N)N (piperidin-3-yl)pyridin-2,6-diamine